2-(6-((2-(dimethylamino)-2-methylpropyl)amino)pyridazin-3-yl)-3-methyl-5-(trifluoromethyl)phenol CN(C(CNC1=CC=C(N=N1)C1=C(C=C(C=C1C)C(F)(F)F)O)(C)C)C